copper-silicon furfural C(C1=CC=CO1)=O.[Si].[Cu]